tert-butyl ((3S)-1-(6-((2-amino-2-oxo-1-phenylethyl)thio)-3,5-dicyano-4-cyclopropylpyridin-2-yl)pyrrolidin-3-yl)carbamate NC(C(C1=CC=CC=C1)SC1=C(C(=C(C(=N1)N1C[C@H](CC1)NC(OC(C)(C)C)=O)C#N)C1CC1)C#N)=O